FC1=CC=C(C=C1)C(=O)C1=NOC(=N1)C1=CC=C(C=C1)F (4-fluorophenyl)(5-(4-fluorophenyl)-1,2,4-oxadiazol-3-yl)methanone